ClC=1C(=C(C=CC1)C(N1[C@@H](C[C@@](CC1)(C(=O)O)CC1=NC(=CC=C1F)NC1=NNC(=C1)C)C)(F)F)F (2R,4R)-1-((3-chloro-2-fluorophenyl)difluoromethyl)-4-((3-fluoro-6-((5-methyl-1H-pyrazol-3-yl)amino)pyridin-2-yl)methyl)-2-methylpiperidine-4-carboxylic acid